ClC1C(OC(=C1Cl)OC(C)C)=O 3,4-dichloro-5-isopropoxyfuranone